ClC=1C=NC(=C(C(=O)NC2=CC(=CC=C2)S(=O)(=N)C)C1C)N1CCC(CCC1)(F)F 5-chloro-2-(4,4-difluoroazepan-1-yl)-4-methyl-N-(3-(S-methylsulfonimidoyl)phenyl)nicotinamide